BrC1=CC=C(C=C1)C=CC1=CC=C(C=C1)Br 1,2-di-(4-bromophenyl)-ethylene